3-[4-[2-[2-fluoro-5-[(4,6,7-trifluoro-1H-indol-5-yl)methyl]phenyl]-1H-imidazol-4-yl]-4-methyl-chroman-8-yl]propanoic acid FC1=C(C=C(C=C1)CC=1C(=C2C=CNC2=C(C1F)F)F)C=1NC=C(N1)C1(CCOC2=C(C=CC=C12)CCC(=O)O)C